CN(CCN1N=CC(=C1)C1=C2C(=NC=C1)N(N=C2C2CN(C2)C(=O)OC(C)(C)C)C2=CC=C(C=C2)OC(F)(F)F)C tert-butyl 3-(4-(1-(2-(dimethylamino)ethyl)-1H-pyrazol-4-yl)-1-(4-(trifluoromethoxy)phenyl)-1H-pyrazolo[3,4-b]pyridin-3-yl)azetidine-1-carboxylate